ClCP1(C=CCC1)=O 1-chloromethyl-1-oxophospholene